2-{[[4-(1,3-dioxo-1,3-dihydroisoindol-2-yl)-3,3-difluorobutyl]-(5,6,7,8-tetrahydroquinolin-8-yl)-amino]-methyl}-benzimidazole-1-carboxylic acid O=C1N(C(C2=CC=CC=C12)=O)CC(CCN(C1CCCC=2C=CC=NC12)CC1=NC2=C(N1C(=O)O)C=CC=C2)(F)F